C(C)(C)(C)OC(=O)NC1=C(C(=O)O)C(=CN=C1)F 3-((tert-butoxycarbonyl)amino)-5-fluoroisonicotinic acid